(1R,3R,4R)-N-[(1R)-1-cyano-2-[(3R)-2-oxo-3-piperidyl]ethyl]-2-[(2R)-2-(2,5-difluoroanilino)propanoyl]-5,5-difluoro-2-azabicyclo[2.2.2]octane-3-carboxamide C(#N)[C@@H](C[C@@H]1C(NCCC1)=O)NC(=O)[C@@H]1N([C@H]2CC([C@@H]1CC2)(F)F)C([C@@H](C)NC2=C(C=CC(=C2)F)F)=O